[Na].BrC1=NNC=C1 3-bromo-1H-pyrazole sodium salt